dimethyl-imidazole zinc-cobalt [Co].[Zn].CC1=C(N=CN1)C